FC1=CC(=C(C=C1)C1=C2C(=C(C(N(C2=CC=C1)CC(C)C)=O)C(=O)N)O)N1CCN(CC1)C (4-fluoro-2-(4-methylpiperazin-1-yl)phenyl)-4-hydroxy-1-isobutyl-2-oxo-1,2-dihydroquinoline-3-carboxamide